5-{2-amino-[1,2,4]triazolo[1,5-a]pyridin-7-yl}-2-methoxy-N-{1-[2-(trifluoromethoxy)phenyl]ethyl}pyridine-3-carboxamide NC1=NN2C(C=C(C=C2)C=2C=C(C(=NC2)OC)C(=O)NC(C)C2=C(C=CC=C2)OC(F)(F)F)=N1